C1=CC(=CC=C1C2=C(C=C(C=C2)O)Cl)O The molecule is a member of the class of hydroxybiphenyls that is biphenyl-4,4'-diol in which the hydrogen at position 2 has been replaced by a chlorine. It is a member of monochlorobenzenes and a member of hydroxybiphenyls. It derives from a biphenyl-4,4'-diol.